NC=1N=C(SC1C(C1=CC=C(C=C1)OC(F)F)=O)N(C1=CC(=C(C=C1)F)F)[C@@H](C(=O)N)C (R)-2-(N-[4-amino-5-[4-(difluoromethoxy)benzoyl]thiazol-2-yl]-3,4-difluoro-anilino)propionamide